2,2,2-trifluoroethyl 2-((2R,5S)-2-(3-cyanophenyl)-5-methylpiperidin-1-yl)-2-oxoacetate C(#N)C=1C=C(C=CC1)[C@@H]1N(C[C@H](CC1)C)C(C(=O)OCC(F)(F)F)=O